C(C)(=O)O[C@H]1[C@@H](SC2=C(C=CC(=C2)Br)Cl)O[C@@H]([C@@H]([C@@H]1N=[N+]=[N-])OC(C)=O)COC(C)=O 5-bromo-2-chlorophenyl 2,4,6-tri-O-acetyl-3-azido-3-deoxy-1-thio-alpha-D-galactopyranoside